8-((4-isopropoxybenzyl)oxy)-2-methyl-4-(1-(2,2,2-trifluoroethyl)-1H-pyrazol-4-yl)quinoline C(C)(C)OC1=CC=C(COC=2C=CC=C3C(=CC(=NC23)C)C=2C=NN(C2)CC(F)(F)F)C=C1